C1(CCCCC1)N1CCN(CC1)C(C1=CC=C(C#N)C=C1)C1=NN=NN1CCC1=CC=CC=C1 4-((4-cyclohexylpiperazin-1-yl)(1-phenethyl-1H-tetrazol-5-yl)methyl)benzonitrile